FC(C1CN(C1)C=1N=C(C2=C(N1)N=CC=C2)NCC2=C(C=CC=C2)C(F)(F)F)F 2-(3-(difluoromethyl)azetidin-1-yl)-N-(2-(trifluoromethyl)benzyl)pyrido[2,3-d]pyrimidin-4-amine